1-{4-[1-(3,4-dichlorophenyl)-5-methyl-1H-pyrazol-3-yloxy]butyl}-6,7-dihydro-1H-indol-4(5H)-one ClC=1C=C(C=CC1Cl)N1N=C(C=C1C)OCCCCN1C=CC=2C(CCCC12)=O